N1=CN=C2NC=NC2=C1C=1C(=NC=CC1)NC=1C=CC(=C(C1)NC(C1=CC(=C(C=C1)F)C(F)(F)F)=O)F N-(5-(3-(9H-purin-6-yl)pyridin-2-ylamino)-2-fluorophenyl)-4-fluoro-3-(trifluoromethyl)benzamid